C(C([2H])([2H])[2H])(N(C(=O)N[C@@H]1CN([C@@H]2CC=3C4=C(C2=C1)C=CC=C4NC3)C([2H])([2H])[2H])OC)([2H])[2H] 1-(ethyl-d5)-1-methoxy-3-((6aR,9S)-7-(methyl-d3)-4,6,6a,7,8,9-hexahydroindolo[4,3-fg]quinolin-9-yl)urea